ethyl (6R)-6-[4-(3-ethynyl-5-fluoro-2-pyridyl)piperazin-1-yl]-2-azaspiro[3.4]octane-2-carboxylate C(#C)C=1C(=NC=C(C1)F)N1CCN(CC1)[C@H]1CC2(CN(C2)C(=O)OCC)CC1